Methylurethane CCOC(=O)NC